CC1=C(C=C(C=N1)NC(OC1=CC=CC=C1)=O)[N+](=O)[O-] phenyl (6-methyl-5-nitropyridin-3-yl)carbamate